ClC=1C=[N+](C=C(C1C[C@H](O)C1=CC(=C(C=C1)OC)OC)Cl)[O-] (S)-3,5-dichloro-4-(2-(3,4-dimethoxyphenyl)-2-hydroxyethyl)pyridine 1-oxide